C(C)(C)(C)OC(=O)N1CCC(C1)C=1C=NC=CC1 4-(pyridin-3-yl)pyrrolidine-1-carboxylic acid tert-butyl ester